C(C)(C)(C)OC(=O)N1C2(CNCC1CC2)C2=C(C=C(C(=C2)F)Br)F (4-bromo-2,5-difluorophenyl)-3,8-diazabicyclo[3.2.1]octane-8-carboxylic acid tert-butyl ester